C(C)(=O)CC(=O)O.CC=1N=C(SC1C(=O)OCCCCNC(C)=O)NC(CCNC(C1=CC(=CC=C1)C1=NOC(=N1)C)=O)=O 4-Acetamidobutyl 4-methyl-2-(3-(3-(5-methyl-1,2,4-oxadiazol-3-yl)benzamido)propanamido)thiazole-5-carboxylate Acetyl-acetate